1-(2-fluoro-3-methoxy-6-(1H-tetrazol-1-yl)phenyl)-N-methylmethanamine FC1=C(C(=CC=C1OC)N1N=NN=C1)CNC